6-({3-[5-(1,3-dioxolan-2-yl)pyridin-2-yl]-2-methoxyphenyl}amino)-N-isopropyl-8-(methylamino)imidazo[1,2-b]pyridazine-3-carboxamide O1C(OCC1)C=1C=CC(=NC1)C=1C(=C(C=CC1)NC=1C=C(C=2N(N1)C(=CN2)C(=O)NC(C)C)NC)OC